3-amino-6-(2,6-dimethylpyridin-4-yl)-N-(2-fluoro-6-methoxybenzyl)-5-(4-fluorophenyl)pyrazine-2-carboxamide NC=1C(=NC(=C(N1)C1=CC=C(C=C1)F)C1=CC(=NC(=C1)C)C)C(=O)NCC1=C(C=CC=C1OC)F